NC1NCCC(C1)N 2,4-diaminopiperidine